6-Chloro-4-((5-fluoro-2-methoxy-3-(pyrimidin-2-yl)phenyl)amino)-N-(methyl-d3)nicotinamide ClC1=NC=C(C(=O)NC([2H])([2H])[2H])C(=C1)NC1=C(C(=CC(=C1)F)C1=NC=CC=N1)OC